NC1=C(C(=O)N2CCC(CC2)N2C(NC3=NC=C(C=C32)C32CCNCC2C3)=O)C=CC(=C1)OC(F)(F)F 1-[1-[2-amino-4-(trifluoromethoxy)benzoyl]-4-piperidyl]-6-(3-azabicyclo[4.1.0]heptan-6-yl)-3H-imidazo[4,5-b]pyridin-2-one